N-(3-fluoro-4-methyl-5-nitrophenyl)-4-(trifluoromethyl)-picolinamide FC=1C=C(C=C(C1C)[N+](=O)[O-])NC(C1=NC=CC(=C1)C(F)(F)F)=O